2-(3-(4-chlorobenzyl)-2-oxoimidazolidin-1-yl)-N-phenethyloxazole-5-carboxamide ClC1=CC=C(CN2C(N(CC2)C=2OC(=CN2)C(=O)NCCC2=CC=CC=C2)=O)C=C1